C(=O)O.[PH3]=O phosphine oxide formate salt